D-N-hydroxycytidine ONC1=NC(N([C@H]2[C@H](O)[C@H](O)[C@@H](CO)O2)C=C1)=O